4-[3-amino-3-methylpyrrolidin-1-yl]-5-(4-methyl-1H-1,3-benzodiazol-2-yl)-N-[(2S)-1,1,1-trifluoropropan-2-yl]pyridine-3-carboxamide NC1(CN(CC1)C1=C(C=NC=C1C1=NC2=C(N1)C=CC=C2C)C(=O)N[C@H](C(F)(F)F)C)C